(S)-2-amino-3-(6-(3-methoxyphenyl)-1H-indol-3-yl)propanoic acid N[C@H](C(=O)O)CC1=CNC2=CC(=CC=C12)C1=CC(=CC=C1)OC